ClC1=CC=C(C=N1)CC(=O)NC1=CC(=C(C(=C1)Cl)OC1=CC(=C(C=C1)OC)C(C)C)Cl 2-(6-chloropyridin-3-yl)-N-(3,5-dichloro-4-(3-isopropyl-4-methoxyphenoxy)Phenyl)acetamide